(S)-2-(2-(2-cyanophenyl)acetamido)-4-(((S)-3-fluoro-2-methoxypropyl)(4-(5,6,7,8-tetrahydro-1,8-naphthyridin-2-yl)butyl)amino)butanoic acid C(#N)C1=C(C=CC=C1)CC(=O)N[C@H](C(=O)O)CCN(CCCCC1=NC=2NCCCC2C=C1)C[C@@H](CF)OC